NC1=NC(=C2C(=N1)N(N=C2)CC2=CC(=C(C=C2)N)C(F)(F)F)C2=NC=CC(=C2)C#N 2-[6-amino-1-[[4-amino-3-(trifluoromethyl)phenyl]methyl]pyrazolo[3,4-d]pyrimidin-4-yl]pyridine-4-carbonitrile